4,4-diaminodiphenyl sulfone C1=CC(=CC=C1N)S(=O)(=O)C2=CC=C(C=C2)N